BrC1=C(C=O)C(=CC(=C1)N(CC1=CC=CC=C1)CC1=CC=CC=C1)Cl 2-bromo-6-chloro-4-(dibenzylamino)benzaldehyde